[Cl-].C[N+]1(CCN(CC1)C)C 1,1,4-trimethyl-piperazinium chloride